5,7-dimercaptomethyl-1,11-dimercapto-4,7-dimercaptomethyl-1,11-dimercapto-3,6,9-trithiaundecane SCC(C(SCC(S)S)CS)SC(CSCC(S)S)(CS)CS